5,6-di(bromomethyl)isoindolin-1-one BrCC=1C=C2CNC(C2=CC1CBr)=O